2-chloro-9-(2-ethylhexyloxy)anthracene ClC1=CC2=C(C3=CC=CC=C3C=C2C=C1)OCC(CCCC)CC